CS(=O)(=O)NCCCNC(=O)C=1C=NC2=C(C=CC=C2C1)C1=CCC(CC1)C(F)(F)F N-(3-(methylsulfonylamino)propyl)-8-(4-(trifluoromethyl)cyclohex-1-en-1-yl)quinoline-3-carboxamide